COC=1OC[C@H](N1)C1=CC=CC=C1 (R)-2-methoxy-4-phenyl-4,5-dihydrooxazole